methyl 2-(6,11-dioxo-6,11-dihydro-5H-benzo[b]carbazol-2-yl)acetate O=C1C2=C(C(C=3C4=CC(=CC=C4NC13)CC(=O)OC)=O)C=CC=C2